C(C=C)(=O)N1CCN(CC1)C(CC)C1=CC=C(C=C1)[C@H](C)NC=1N=CC2=C(N1)N(C(C=C2)=O)C(C)C 2-{[(1S)-1-{4-[1-(4-Acryloylpiperazin-1-yl)propyl]phenyl}ethyl]amino}-8-(propan-2-yl)pyrido[2,3-d]pyrimidin-7(8H)-on